(2r,3s)-2-(4-(bromoethynyl)benzoylamino)-3-hydroxybutyric acid methyl ester COC([C@@H]([C@H](C)O)NC(C1=CC=C(C=C1)C#CBr)=O)=O